(4-(4-bromostyryl)phenyl)trimethylsilane BrC1=CC=C(C=CC2=CC=C(C=C2)[Si](C)(C)C)C=C1